Cl.CC=1C=CC=NC1 5-methylpyridine hydrochloride